2-chloro-N4-(3-(piperidin-1-ylmethyl)benzyl)quinoline-3,4-diamine ClC1=NC2=CC=CC=C2C(=C1N)NCC1=CC(=CC=C1)CN1CCCCC1